3-hydroxy-2-(methoxymethyl)propyl 4-methylbenzenesulfonate CC1=CC=C(C=C1)S(=O)(=O)OCC(CO)COC